7-cyclobutoxy-N-(1-((1R,2S)-2-fluorocyclopropyl)-2-oxo-1,2-dihydropyridin-3-yl)imidazo[1,2-a]Pyrimidine-6-carboxamide C1(CCC1)OC1=NC=2N(C=C1C(=O)NC=1C(N(C=CC1)[C@H]1[C@H](C1)F)=O)C=CN2